Cl.Cl.ClC=1C(=C2C(=NC1C)CNC2)C 3-Chloro-2,4-dimethyl-6,7-dihydro-5H-pyrrolo[3,4-b]pyridine, dihydrochloride salt